3-[2-chloro-5-[3-chloro-5-(difluoromethyl)-2-pyridinyl]-4-fluoro-phenyl]-5-methyl-4H-isoxazole-5-carboxylic acid ethyl ester C(C)OC(=O)C1(CC(=NO1)C1=C(C=C(C(=C1)C1=NC=C(C=C1Cl)C(F)F)F)Cl)C